C(C)(C)(C)NC(=O)NC=1C=C2CCC(N(C2=CC1C(F)(F)F)[C@@H](C)C1=CC=CC=C1)=O (S)-1-(tert-butyl)-3-(2-oxo-1-(1-phenylethyl)-7-(trifluoromethyl)-1,2,3,4-tetrahydroquinolin-6-yl)urea